[Cl-].[Cl-].CC1(CCCC1)C1(C=CC=C1)[Zr+2]C1(C=CC=C1)C1(CCCC1)C bis((1-methylcyclopentyl)cyclopentadienyl)zirconium dichloride